CN1N=C(C=C1C)NC1=NC=C(C(=N1)C1=CNC2=C(C=CC=C12)NC(CN1C[C@H](CC1)OC1=NC=C(C(=N1)NC)F)=O)C (S)-N-(3-(2-((1,5-dimethyl-1H-pyrazol-3-yl)amino)-5-methylpyrimidin-4-yl)-1H-indol-7-yl)-2-(3-((5-fluoro-4-(methylamino)pyrimidin-2-yl)oxy)pyrrolidin-1-yl)acetamide